Dibenzo[d,g][1,3,2]dioxaphosphocin C1=CC=CC=2OPOC3=C(CC21)C=CC=C3